(R)-N-(1-(3-amino-5-(trifluoromethyl)phenyl)ethyl)-6-(3-(methoxymethyl)azetidin-1-yl)-2-methyl-8,9-dihydro-7H-cyclopenta[h]quinazolin-4-amine NC=1C=C(C=C(C1)C(F)(F)F)[C@@H](C)NC1=NC(=NC2=C3C(=C(C=C12)N1CC(C1)COC)CCC3)C